C1(=C(C(=CC(=C1)C)C)B(C1=C(C=C(C=C1C)C)C)C1=C(C=C(C=C1C)C)C)C trimesityl-borane